(2R,3S,4R)-2,3,5-tris(phenylmethoxy)pentane-1,4-diol C1(=CC=CC=C1)CO[C@H](CO)[C@H]([C@@H](COCC1=CC=CC=C1)O)OCC1=CC=CC=C1